C(C1=CC=CC=C1)N1N=CC(=C1)C=1CCC(CN1)CC 6-(1-benzylpyrazol-4-yl)-3-ethyl-2,3,4,5-tetrahydropyridine